C1(CC1)N(C1=CC=C(N=N1)C1=CC(=C(C=C1O)C1=CC(N(C=C1)CF)=O)F)C1C([C@@H]2CC[C@H](C1)N2)F 4-(4-(6-(cyclopropyl((1S,5R)-2-fluoro-8-azabicyclo[3.2.1]octan-3-yl)amino)pyridazin-3-yl)-2-fluoro-5-hydroxyphenyl)-1-(fluoromethyl)pyridin-2(1H)-one